3-(dimethylamino)-2,2-dimethylpropyl methacrylate C(C(=C)C)(=O)OCC(CN(C)C)(C)C